2,4-di-t-butyl-phenol C(C)(C)(C)C1=C(C=CC(=C1)C(C)(C)C)O